C1=CC(=CC=C1C2=CC=C(C=C2)N)C3=CC=C(C=C3)N 4,4''-diaminoterphenyl